C(CCCCC(=O)OCCCCCCCC)(=O)OCCC propyl octyl hexanedioate